C(#N)[C@H]1N(CSC1)C(CNC(=O)C1=CC=NC2=CC=C(C=C12)C(F)F)=O (R)-N-(2-(4-cyanothiazolidin-3-yl)-2-oxoethyl)-6-(difluoromethyl)-quinoline-4-carboxamide